C[C@H](C(=O)N1[C@H](CC2=CC=CC=C12)C(=O)O)CSC(=O)C1=CC=CC=C1 (2R)-1-[(2R)-2-methyl-3-phenylcarbonylsulfanyl-propanoyl]-2,3-dihydroindole-2-carboxylic acid